CC1=C(C=CC=C1C=1OC2=C(N1)C=C(C=C2)CNCCO)C2=CC=CC=C2 2-({[2-(2-Methylbiphenyl-3-yl)-1,3-benzoxazol-5-yl]-methyl}amino)ethanol